FC(OC=1C=2N(C=C(C1)C(F)(F)F)C[C@@]1(CCSC3=C(C(=CC=C13)C#N)F)N2)F (S)-8-(difluoromethoxy)-8'-fluoro-6-(trifluoromethyl)-3H-spiro[imidazo[1,2-a]pyridine-2,4'-thiochroman]-7'-carbonitrile